1-(4-chloro-6-isopropylpyrimidin-2-yl)-3-(4-(trifluoromethoxy)-phenyl)urea ClC1=NC(=NC(=C1)C(C)C)NC(=O)NC1=CC=C(C=C1)OC(F)(F)F